(9-(4-Cyanophenyl)-6-hydroxy-[1,2,4]triazolo[5,1-a]isoquinoline-5-carbonyl)glycine C(#N)C1=CC=C(C=C1)C1=CC=C2C(=C(N3C(C2=C1)=NC=N3)C(=O)NCC(=O)O)O